NC1=C(C(NC2=C(C=CC=C12)C1=C(C=CC(=C1)OCC1=NC(=CC=C1)C)F)=O)C(=O)NCCC 4-amino-8-[2-fluoro-5-[(6-methyl-2-pyridinyl)methoxy]phenyl]-2-oxo-N-propyl-1H-quinoline-3-carboxamide